C(N)(=O)C1=C(C=CC=C1)C1=CC=C(C=C1)C1CNC1 3-[4-(2-carbamoylphenyl)phenyl]azetidine